C(C)(C)(C)OC(NC(CNC1=NC=C(C=C1)Br)(C)C)=O (1-((5-bromopyridin-2-yl)amino)-2-methylpropan-2-yl)carbamic acid tert-butyl ester